5-(benzyloxy)-furan C(C1=CC=CC=C1)OC1=CC=CO1